[Cl-].C(C1=CC=CC=C1)[N+](C)(CCC)CCCC Benzyl-butyl-propyl-methyl-ammonium chloride